C(#N)C=1C(NC(N(N1)C1=CC=C(C=C1)N1CCC(CC1)CN1CCN(CC1)C(=O)OC(C)(C)C)=O)=O tert-butyl 4-((1-(4-(6-cyano-3,5-dioxo-1,2,4-triazine-2(3H)-yl)phenyl)piperidin-4-yl)methyl)piperazine-1-carboxylate